[N+](=O)([O-])C[C@]1([C@H]2[C@@H]3C[C@@H](CC[C@H]13)C2)CC(=O)OC(C)(C)C |r| (±)-t-butyl 2-((1R,2R,3S,6R,8R)-2-(nitromethyl)tricyclo[4.2.1.03,8]nonan-2-yl)acetate